CC1=NOC(=C1C)NS(=O)(=O)C1=C(C=CC=C1)C1=C(C=C(C=C1)CN1C(=NC2(C1=O)CCCC2)CCCC)COCC N-(3,4-dimethyl-5-isoxazolyl)-2-(4-(2-butyl-4-oxo-1,3-diazaspiro[4.4]non-1-en-3-yl)methyl-2-ethoxymethylphenyl)benzenesulfonamide